CC1=NC(=CC=C1C1=C(C=CC(=C1)C)O)C 2-(2,6-dimethylpyridin-3-yl)-4-methylphenol